((1s,3s)-3-hydroxy-3-methylcyclobutyl)(7-((5-(trifluoromethoxy)pyridin-2-yl)Oxy)-2-azaspiro[3.5]Non-2-yl)methanone OC1(CC(C1)C(=O)N1CC2(C1)CCC(CC2)OC2=NC=C(C=C2)OC(F)(F)F)C